(6R,7R)-6-chloro-12-hydroxy-1,11-dioxo-N-(2,4,6-trifluorobenzyl)-1,4,5,6,7,11-hexahydro-3H-2,7-methanopyrido[1,2-a][1,4]diazonine-10-carboxamide Cl[C@@H]1CCCN2C(C=3N([C@@H]1C2)C=C(C(C3O)=O)C(=O)NCC3=C(C=C(C=C3F)F)F)=O